(R)-5-(2-((1-(2-(4,4-dimethylpiperidin-1-yl)-6-methyl-4-oxo-4H-chromen-8-yl)ethyl)amino)phenyl)-1,2,4-oxadiazol-3(2H)-one CC1(CCN(CC1)C=1OC2=C(C=C(C=C2C(C1)=O)C)[C@@H](C)NC1=C(C=CC=C1)C1=NC(NO1)=O)C